NC=1C(=NC(=CC1)Br)NC(=O)C1COCC1 N-(3-amino-6-bromopyridin-2-yl)tetrahydrofuran-3-carboxamide